7-(2-((4-(3,6-diazabicyclo[3.1.1]heptan-3-yl)-2-cyclopropylphenyl)amino)-5-(trifluoromethyl)pyrimidin-4-yl)-4-(methyl-d3)-3,4-dihydrothieno[2,3-f][1,4]thiazepin-5(2H)-one 1,1-dioxide C12CN(CC(N1)C2)C2=CC(=C(C=C2)NC2=NC=C(C(=N2)C2=CC1=C(C(N(CCS1(=O)=O)C([2H])([2H])[2H])=O)S2)C(F)(F)F)C2CC2